CC(CCOCCC(=C)C)=C 3-Methyl-3-butenyl ether